8-((2-hydroxy-6-methylquinolin-5-yl)oxy)-2-(2-methyl-1,2,3,4-tetrahydroisoquinolin-5-yl)-4-(piperazin-1-yl)quinolin-3-carbonitrile OC1=NC2=CC=C(C(=C2C=C1)OC=1C=CC=C2C(=C(C(=NC12)C1=C2CCN(CC2=CC=C1)C)C#N)N1CCNCC1)C